C(C)C1=C(C(=O)OCC(COC(CCC2=CC(=C(C(=C2)C(C)(C)C)O)C(C)(C)C)=O)(CO)CO)C=CC(=C1)C1=NC(=C2C(=N1)N(N=C2)C2CCCCC2)NC(=O)C=2SC(=CC2)[N+](=O)[O-] pentaerythritol 3-(3,5-di-tert-butyl-4-hydroxyphenyl)propionate ethyl-4-(1-cyclohexyl-4-(5-nitrothiophene-2-carboxamido)-1H-pyrazolo[3,4-d]pyrimidin-6-yl)benzoate